O1C=NC=C1 oxaazole